FC=1C=CC2=C(C(N(S2(=O)=O)CC2=CC=C(C=C2)OC)=O)C1C 5-fluoro-2-(4-methoxybenzyl)-4-methylbenzo[d]isothiazol-3(2H)one-1,1-dioxide